N-((5-(5-(difluoromethyl)-1,3,4-oxadiazol-2-yl)thiazol-2-yl)methyl)-N-(2-(trifluoromethyl)pyrimidin-5-yl)ethanesulfonamide FC(C1=NN=C(O1)C1=CN=C(S1)CN(S(=O)(=O)CC)C=1C=NC(=NC1)C(F)(F)F)F